FC1=C(C=C(C=C1)CC1=NNC(C2=CC=CC(=C12)F)=O)C1=CC2=C(NC(=N2)NC(OCC)=O)C=C1 Ethyl (5-(2-fluoro-5-((8-fluoro-4-oxo-3,4-dihydrophthalazin-1-yl)methyl)phenyl)-1H-benzoimidazol-2-yl)carbamate